ClC=1C=C(C=CC1)N[C@@H](CC(C)C)C(=O)N1[C@H]2CC([C@@H]([C@H]1C(=O)N[C@@H](/C=C(\C(=O)OCC)/F)C[C@H]1C(NCC1)=O)CC2)(F)F ethyl (R,E)-4-((1R,3S,4R)-2-((3-chlorophenyl)-L-leucyl)-5,5-difluoro-2-azabicyclo[2.2.2]octane-3-carboxamido)-2-fluoro-5-((S)-2-oxopyrrolidin-3-yl)pent-2-enoate